C1(CC1)C1=NN(C=C1C1=NC=CC=C1)[C@@H]1C[C@H](C1)CNC=1C=C2C(N(C(C2=CC1)=O)C1C(NC(CC1)=O)=O)=O 5-(((trans-3-(3-cyclopropyl-4-(pyridin-2-yl)-1H-pyrazol-1-yl)cyclobutyl)methyl)amino)-2-(2,6-dioxopiperidin-3-yl)isoindoline-1,3-dione